(E)-N-hydroxy-3-(2-(4-(2-(pyridin-3-yl)thiazole-4-carbonyl)piperazin-1-yl)phenyl)acrylamide ONC(\C=C\C1=C(C=CC=C1)N1CCN(CC1)C(=O)C=1N=C(SC1)C=1C=NC=CC1)=O